(+-)-5,5-Dimethyl-1,2,3,4,5,6,7,8-octahydro-2-naphthaldehyde CC1(C=2CC[C@H](CC2CCC1)C=O)C |r|